ClC=1C(=NC(=NC1)NC1=CC(=C(C=C1OC(C)C)C1CCN(CC1)CC1=CC(=NC=C1)C1C(NC(CC1)=O)=O)C)NC1=C(C=CC=C1)S(=O)(=O)C(C)C 3-(4-((4-(4-((5-chloro-4-((2-(isopropylsulfonyl)phenyl)amino)pyrimidin-2-yl)amino)-5-isopropoxy-2-methylphenyl)piperidin-1-yl)methyl)pyridin-2-yl)piperidine-2,6-dione